tert-Butyl ((5-((5-(ethylcarbamoyl)-[1,1'-biphenyl]-3-yl)sulfonyl)thiazol-2-yl)methyl)carbamate C(C)NC(=O)C=1C=C(C=C(C1)C1=CC=CC=C1)S(=O)(=O)C1=CN=C(S1)CNC(OC(C)(C)C)=O